5-amino-2,2'-bipyridine NC=1C=CC(=NC1)C1=NC=CC=C1